BrC=1C=C(C=2N(C1)N=CC2C#N)C=2C=CC(=NC2)N2CCC(CC2)(C)C2=C(C(=NC=C2)C(=O)N)CCl 1-(5-(6-bromo-3-cyanopyrazolo[1,5-a]pyridin-4-yl)pyridin-2-yl)-4-methylpiperidin-4-yl-chloromethylpyridinamide